1,17-dibromoheptadecane BrCCCCCCCCCCCCCCCCCBr